(R)-6-(1-(2-(Dimethylamino)ethyl)-1H-pyrazol-4-yl)-3-((4-hydroxy-1-(3-phenylbutanoyl)piperidin-4-yl)methyl)pyrimidin-4(3H)-one CN(CCN1N=CC(=C1)C1=CC(N(C=N1)CC1(CCN(CC1)C(C[C@@H](C)C1=CC=CC=C1)=O)O)=O)C